C(#C)C1=CC=C2C3=C(NC2=C1)[C@H](N([C@@H](C3)C)CC(F)(F)F)C3=C(C=C(C=C3F)NC3CN(C3)CCCF)F N-(4-((1R,3R)-7-ethynyl-3-methyl-2-(2,2,2-trifluoroethyl)-2,3,4,9-tetrahydro-1H-pyrido[3,4-b]indol-1-yl)-3,5-difluorophenyl)-1-(3-fluoropropyl)azetidin-3-amine